N1(CCC1)C=1C=C2C(=CN(C(C2=CN1)=O)C)C=1C(=C(C=O)C(=CC1)OC)OC [6-(azetidin-1-yl)-2-methyl-1-oxo-2,7-naphthyridin-4-yl]-2,6-dimethoxybenzaldehyde